(R)-4-(2-((1H-pyrazol-5-yl)amino)-6-(3-methylmorpholino)pyridin-4-yl)tetrahydro-2H-pyran-4-carbonitrile N1N=CC=C1NC1=NC(=CC(=C1)C1(CCOCC1)C#N)N1[C@@H](COCC1)C